5-(((2-chloro-7-(8-ethyl-7-fluoro-3-(methoxymethoxy)naphthalen-1-yl)-8-fluoropyrido[4,3-d]pyrimidin-4-yl)amino)methyl)-N,N-dimethyl-1-(oxetan-3-yl)-1H-pyrazole-3-carboxamide ClC=1N=C(C2=C(N1)C(=C(N=C2)C2=CC(=CC1=CC=C(C(=C21)CC)F)OCOC)F)NCC2=CC(=NN2C2COC2)C(=O)N(C)C